[Si](C)(C)(C(C)(C)C)OC1(CC1)C(=O)OC methyl 1-((tert-butyldimethylsilyl)oxy)cyclopropanecarboxylate